N1C=NC(=C1)CCC(=O)O[C@H]1CC[C@@]2(C3CC[C@@]4([C@H](CCC4C3CC=C2C1)[C@H](C)CCCC(C)C)C)C (3S,10R,13R,17R)-10,13-dimethyl-17-((R)-6-methylheptan-2-yl)-2,3,4,7,8,9,10,11,12,13,14,15,16,17-tetradecahydro-1H-cyclopenta[a]phenanthren-3-yl 3-(1H-imidazol-4-yl)propanoate